O=C1C=CC(=NN1C1=CC=CC=C1)C(=O)O 6-Oxo-1-phenyl-pyridazine-3-carboxylic acid